(4-(1-isopropyl-4-(trifluoromethyl)-1H-imidazol-2-yl)phenyl)methan-d2-amine C(C)(C)N1C(=NC(=C1)C(F)(F)F)C1=CC=C(C=C1)C(N)([2H])[2H]